2-((4-ethyl-6-(4-(4-methylpiperazin-1-yl)piperidin-1-yl)pyridin-3-yl)amino)-5-(trifluoromethyl)pyrimidin C(C)C1=C(C=NC(=C1)N1CCC(CC1)N1CCN(CC1)C)NC1=NC=C(C=N1)C(F)(F)F